ClC1=NC=NC(=C1C#N)NCC1=C(C=CC=C1)Cl 4-chloro-6-[(2-chlorophenyl)methylamino]Pyrimidine-5-carbonitrile